[Na+].C1=C(CCCC1)C(=O)[O-] cyclohexene-2-carboxylate sodium